FC=1C=C(C=CC1OC1=C2C(=NC=C1)N(N=C2I)CC2=CC=C(C=C2)OC)NC(=O)C=2C(N(N=CC2)C2=CC=C(C=C2)F)=O N-(3-fluoro-4-((3-iodo-1-(4-methoxybenzyl)-1H-pyrazolo[3,4-b]pyridin-4-yl)oxy)phenyl)-2-(4-fluorophenyl)-3-oxo-2,3-dihydropyridazine-4-carboxamide